CC1=C(C(=CC=C1)C)C1=NC(=NC(=C1)OC1=C(C=CC=C1)C)NS(=O)(=O)C=1C=NN(C1)C N-[4-(2,6-dimethylphenyl)-6-(2-methylphenoxy)pyrimidin-2-yl]-1-methyl-pyrazole-4-sulfonamide